5-nitrofuran-2-carbaldehyde [N+](=O)([O-])C1=CC=C(O1)C=O